1-[(4-methylphenyl)dioxy-λ6-thio]-5-[4-(4-methylpiperazin-1-yl)phenyl]-3-[2-(propan-2-yl)pyrazol-3-yl]pyrrolo[2,3-b]pyridine CC1=CC=C(C=C1)OO[SH4]N1C=C(C=2C1=NC=C(C2)C2=CC=C(C=C2)N2CCN(CC2)C)C=2N(N=CC2)C(C)C